ethyl 7-methylpyrazolo[1,5-a]pyridine-5-carboxylate CC1=CC(=CC=2N1N=CC2)C(=O)OCC